COC1=C(C(=O)N)C=C(C=C1OC)[N+](=O)[O-] 2,3-dimethoxy-5-nitro-benzamide